(R)-5-formyl-2-(3'-(3-((3-hydroxypyrrolidin-1-yl)methyl)-6-methyl-1,7-naphthyridin-8-ylamino)-2,2'-dimethylbiphenyl-3-yl)benzo[d]oxazole-7-carbonitrile C(=O)C=1C=C(C2=C(N=C(O2)C=2C(=C(C=CC2)C2=C(C(=CC=C2)NC=2N=C(C=C3C=C(C=NC23)CN2C[C@@H](CC2)O)C)C)C)C1)C#N